1-(2,4-difluoro-3-(3-(piperazin-1-yl)quinoxaline-6-carbonyl)phenyl)-3-(3,4-difluorophenyl)urea FC1=C(C=CC(=C1C(=O)C=1C=C2N=C(C=NC2=CC1)N1CCNCC1)F)NC(=O)NC1=CC(=C(C=C1)F)F